CC1(C(C(CC1)=O)C(=O)OCC)C ethyl 2,2-dimethyl-5-oxocyclopentane-1-carboxylate